N-((2-(4-acetylpiperazin-1-yl)-1,6-naphthyridin-7-yl)methyl)-4-methyl-3-(methylsulfonyl)benzamide C(C)(=O)N1CCN(CC1)C1=NC2=CC(=NC=C2C=C1)CNC(C1=CC(=C(C=C1)C)S(=O)(=O)C)=O